O=C1NC(CCC1N1C(C2=CC=CC(=C2C1)SCCCCCCN1CCNCC1)=O)=O 4-(6-((2-(2,6-dioxopiperidin-3-yl)-1-oxoisoindolin-4-yl)thio)hexyl)piperazin